8-chloro-1,5-dioxo-6-(pyrimidin-4-ylamino)spiro[2H-imidazo[1,5-a]pyridine-3,3'-piperidine]-1'-carboxylic acid tert-butyl ester C(C)(C)(C)OC(=O)N1CC2(CCC1)NC(C=1N2C(C(=CC1Cl)NC1=NC=NC=C1)=O)=O